4-(1-Methyl-2-(piperidin-1-ylmethyl)-5-(4-methylphenyl)-1H-pyrrolo[2,3-c]pyridin-4-yl)benzonitrile CN1C(=CC=2C1=CN=C(C2C2=CC=C(C#N)C=C2)C2=CC=C(C=C2)C)CN2CCCCC2